C(C)S(=O)(=O)C1=NN2C(N=CC=C2N2N=C(N=C2)C(F)(F)F)=C1C1=NC=C(N=C1)OCC(C(F)(F)F)(F)F 2-(ethylsulfonyl)-3-(5-(2,2,3,3,3-pentafluoropropoxy)pyrazin-2-yl)-7-(3-(trifluoromethyl)-1H-1,2,4-triazol-1-yl)pyrazolo[1,5-a]pyrimidine